4-(ethylamino)-N-(3-hydroxy-3-methylbutyl)-6-(thiazol-5-yl)quinoline-3-carboxamide C(C)NC1=C(C=NC2=CC=C(C=C12)C1=CN=CS1)C(=O)NCCC(C)(C)O